4-methoxy-α-[(2-methoxyphenoxy)methyl]benzyl alcohol COC1=CC=C(C(COC2=C(C=CC=C2)OC)O)C=C1